ClC1=C(C=C(C(=O)NC2=CC(=C(C(=C2)OC)F)F)C=C1)C(C(=O)N1CCC(CC1)O)(F)F 4-chloro-3-(1,1-difluoro-2-(4-hydroxypiperidin-1-yl)-2-oxoethyl)-N-(3,4-difluoro-5-methoxyphenyl)benzamide